((2S,6R)-6-methyl-1,4-dioxan-2-yl)methanol C[C@@H]1COC[C@@H](O1)CO